ClC=1C=CC2=C(C(=C(O2)CC)C(=O)C2=CC(=C(C(=C2)Br)O)Br)C1 (5-chloro-2-ethylbenzofuran-3-yl)(3,5-dibromo-4-hydroxyphenyl)methanone